[N+](=O)([O-])C1=CC=C(C(=O)OC2C[C@@H]3[C@@H](CN(C3)C(=O)OC(C)(C)C)C2)C=C1 t-butyl (3aR,5s,6aS)-5-((4-nitrobenzoyl)oxy)hexahydrocyclopenta[c]pyrrole-2(1H)-carboxylate